C1(=CC(=CC=C1)C=CC=O)C 3-(m-tolyl)prop-2-en-1-one